CC(C)C1=NOC(=C1)C(=O)O 3-(prop-2-yl)-1,2-oxazole-5-carboxylic acid